(1R*,2S*)-2-((2-((5-((tert-Butoxycarbonyl)(4,4-difluorocyclohexyl)amino)pentyl)oxy)-6-methylpyridin-3-yl)sulfonyl)cyclopentane-1-carboxylic acid C(C)(C)(C)OC(=O)N(CCCCCOC1=NC(=CC=C1S(=O)(=O)[C@@H]1[C@H](CCC1)C(=O)O)C)C1CCC(CC1)(F)F |o1:23,24|